C1(CC1)NC1COC2=C1C=CC(=C2)C=2C=NC(=NC2)C N-cyclopropyl-6-(2-methylpyrimidin-5-yl)-2,3-dihydrobenzofuran-3-amine